(+/-)-3-ethyl-N7-methyl-3-phenyl-N5-(1H-pyrazol-4-yl)-2,3-dihydrobenzofuran-5,7-dicarboxamide C(C)[C@@]1(COC2=C1C=C(C=C2C(=O)NC)C(=O)NC=2C=NNC2)C2=CC=CC=C2 |r|